1-[(2R)-4-benzyl-6,8-difluoro-2-methyl-3-oxo-2H-1,4-benzoxazin-7-yl]-3-tert-butylurea C(C1=CC=CC=C1)N1C([C@H](OC2=C1C=C(C(=C2F)NC(=O)NC(C)(C)C)F)C)=O